ethyl 2-({3',5'-dichloro-2'-[(5-methylpyridine-3-sulfonyl) amino] [1,1'-biphenyl]-4-yl} oxy)-2-methylpropionate ClC=1C(=C(C=C(C1)Cl)C1=CC=C(C=C1)OC(C(=O)OCC)(C)C)NS(=O)(=O)C=1C=NC=C(C1)C